7-(1-benzyltriazol-4-yl)-2-[3-(6-methyl-2-pyridyl)-1H-pyrazol-4-yl]-1,5-naphthyridine C(C1=CC=CC=C1)N1N=NC(=C1)C1=CN=C2C=CC(=NC2=C1)C=1C(=NNC1)C1=NC(=CC=C1)C